N-{2,8-dimethylimidazo[1,2-a]pyrazin-6-yl}-4-methoxy-2-{octahydropyrrolo[3,4-c]pyrrol-2-yl}pyrimidine-5-carboxamide CC=1N=C2N(C=C(N=C2C)NC(=O)C=2C(=NC(=NC2)N2CC3CNCC3C2)OC)C1